CC1(COCC[C@@H]1C1=NC2=CC=C(C=C2C=C1)C=O)C (S)-2-(3,3-dimethyltetrahydro-2H-pyran-4-yl)quinoline-6-carbaldehyde